sodium bis-(2-propylheptyl) sulfosuccinate S(=O)(=O)(O)C(C(=O)OCC(CCCCC)CCC)CC(=O)OCC(CCCCC)CCC.[Na]